Methyl 1-(4-butoxyphenyl)sulfonylaziridine-2-carboxylate C(CCC)OC1=CC=C(C=C1)S(=O)(=O)N1C(C1)C(=O)OC